[1-(Cyclopropylmethyl)imidazol-4-yl]sulfinyloxylithium C1(CC1)CN1C=NC(=C1)S(=O)O[Li]